N-[(6-Amino-2-pyridyl)sulfonyl]-6-phenethyl-2-(2,4,6-trimethylphenoxy)pyridin-3-carboxamid NC1=CC=CC(=N1)S(=O)(=O)NC(=O)C=1C(=NC(=CC1)CCC1=CC=CC=C1)OC1=C(C=C(C=C1C)C)C